NC1=NN(C2=NC(=CC=C21)N2CCCC2)C(=O)C2=C(C=CC=C2)OC (3-amino-6-(pyrrolidin-1-yl)-1H-pyrazolo[3,4-b]pyridin-1-yl)(2-methoxyphenyl)methanone